((9-Ethyl-9H-carbazol-2-yl)methyl)-2-(4-phenylpiperazin-1-yl)ethan-1-amine C(C)N1C2=CC=CC=C2C=2C=CC(=CC12)CC(CN1CCN(CC1)C1=CC=CC=C1)N